CC(COCC1OC1)[Si](OCC)(OCC)OCC 1-methyl-2-(oxiranylmethoxy)ethyltriethoxysilane